C(C)(C)(C)C1=CC(=NC=C1)C(=O)NC1=CC(=C(C=C1)C)C1=CC2=C(N=C(N=C2)NC=2C=NN(C2)C)N2C1=NCC2 4-(tert-butyl)-N-(4-methyl-3-(2-((1-methyl-1H-pyrazol-4-yl)amino)-8,9-dihydroimidazo[1',2':1,6]pyrido[2,3-d]pyrimidin-6-yl)phenyl)picolinamide